[Si](C)(C)(C(C)(C)C)O[C@H]1[C@@H](O[C@@H]([C@H]1O)CO)N1C=NC=2C(=O)NC(N)=NC12 2'-O-tert-butyldimethylsilyl-guanosine